2-methyl-4-(trifluoromethyl)pyridine CC1=NC=CC(=C1)C(F)(F)F